(R)-(6-((3,4-dichlorophenyl)sulfonyl)-1-(4-fluorophenyl)-4,4a,5,6,7,8-hexahydro-1H-pyrazolo[3,4-g]isoquinolin-4a-yl)(5-methylthiazol-2-yl)methanone ClC=1C=C(C=CC1Cl)S(=O)(=O)N1C[C@]2(CC3=C(C=C2CC1)N(N=C3)C3=CC=C(C=C3)F)C(=O)C=3SC(=CN3)C